2-[(2-chloro-5-morpholino-phenyl)methylamino]-5-propyl-4H-[1,2,4]triazolo[1,5-a]pyrimidin-7-one ClC1=C(C=C(C=C1)N1CCOCC1)CNC1=NN2C(NC(=CC2=O)CCC)=N1